C(C)(C)(C)OC(NC1=C(C=C(C(=C1)C=O)[N+](=O)[O-])OC)=O (5-Formyl-2-methoxy-4-nitrophenyl)carbamic acid tert-butyl ester